3-(4-amino-6-(dimethylamino)pyrido[3,2-d]pyrimidin-8-yl)-2,4-dimethylphenol NC=1C2=C(N=CN1)C(=CC(=N2)N(C)C)C=2C(=C(C=CC2C)O)C